NC1=NNC(=C1)C1=C(OC[C@@H]2CN(CCC2)C(=O)OC(C)(C)C)C=CC=C1OC tert-butyl (3S)-3-[[2-(3-amino-1H-pyrazol-5-yl)-3-methoxy-phenoxy]methyl]piperidine-1-carboxylate